ClC=1N=C(C2=CN=C(C(=C2C1C)F)Cl)N1C2CN(CC1C(C2)O)C(=O)OC(C)(C)C tert-butyl 8-(3,6-dichloro-5-fluoro-4-methyl-2,7-naphthyridin-1-yl)-6-hydroxy-3,8-diazabicyclo[3.2.1]octane-3-carboxylate